C(C)(C)(C)OC(=O)[C@@H]1CCCC=2N1C(N(N2)CC2(CC2)C2=NC(=CC=C2)Cl)=O tert-Butyl-(5S)-2-{[1-(6-chloropyridin-2-yl)cyclopropyl]methyl}-3-oxo-2,3,5,6,7,8-hexahydro[1,2,4]triazolo[4,3-a]pyridine-5-carboxylate